O[C@@]1(C[C@@H]([C@H](CC1)NC(OC(C)(C)C)=O)CO)C tert-butyl ((1S,2S,4S)-4-hydroxy-2-(hydroxymethyl)-4-methylcyclohexyl)carbamate